C(C)OC(=O)C1=NNC(=C1Cl)C(=O)OCC diethyl-4-chloro-1H-pyrazole-3,5-dicarboxylate